N-cyclopropyl-2-[2-ethyl-4-{2-[(5-fluoropyridin-2-yl)amino]-2-oxoethyl}-5,8-dioxo-5,8-dihydro-4H-pyrazolo[1,5-a]pyrrolo[3,4-d]pyrimidin-6(7H)-yl]-N-methylacetamide C1(CC1)N(C(CN1C(C=2N(C=3N(C(C2C1)=O)N=C(C3)CC)CC(=O)NC3=NC=C(C=C3)F)=O)=O)C